hexylacetoacetate C(CCCCC)OC(CC(=O)C)=O